O=C1S\C(\C(N1CCCCCCC(=O)O)=O)=C/C1=NC2=CC=CC=C2C=C1 (Z)-7-(2,4-dioxo-5-(quinolin-2-ylmethylene)thiazolidin-3-yl)heptanoic acid